(4-(3-methoxyoxetan-3-yl)phenyl)(4-(4-(trifluoromethoxy)phenoxy)piperidin-1-yl)methanone COC1(COC1)C1=CC=C(C=C1)C(=O)N1CCC(CC1)OC1=CC=C(C=C1)OC(F)(F)F